C[C@H]1N(CCCC1)C1=NOC(=N1)[C@H](C)N (S)-1-(3-((R)-2-methylpiperidin-1-yl)-1,2,4-oxadiazol-5-yl)ethan-1-amine